6-(trifluoromethyl)pyridazine-4-carboxylic acid ethyl ester C(C)OC(=O)C1=CN=NC(=C1)C(F)(F)F